3-(3-(5-carbamoyl-2-chloro-3-nitrophenoxy)propoxy)-4-chloro-5-nitrobenzoic acid ethyl ester C(C)OC(C1=CC(=C(C(=C1)[N+](=O)[O-])Cl)OCCCOC1=C(C(=CC(=C1)C(N)=O)[N+](=O)[O-])Cl)=O